tert-butyl (S)-(1-(((3-(4-decylphenyl)-1,2,4-oxadiazol-5-yl)methyl)amino)-1-oxo-3-phenylpropan-2-yl)carbamate C(CCCCCCCCC)C1=CC=C(C=C1)C1=NOC(=N1)CNC([C@H](CC1=CC=CC=C1)NC(OC(C)(C)C)=O)=O